6-chloro-4-methylheptylbenzyloxymethyl ether ClC(CC(CCCC(OCC1=CC=CC=C1)OC(CCCC(CC(C)Cl)C)OCC1=CC=CC=C1)C)C